5'-(2-(4,6-diphenyl-1,3,5-triazin-2-yl)phenyl)-5'H-dispiro[fluorene-9,7'-naphtho[2,3-b]carbazole-12',9''-fluorene] C1(=CC=CC=C1)C1=NC(=NC(=N1)C1=CC=CC=C1)C1=C(C=CC=C1)N1C2=CC=CC=C2C=2C=C3C(=CC12)C1(C=2C=CC=CC2C32C3=CC=CC=C3C=3C=CC=CC23)C2=CC=CC=C2C=2C=CC=CC21